1-(heptadecan-9-yl) 19-(octan-2-yl) 9-oxononadecanedioate O=C(CCCCCCCC(=O)OC(CCCCCCCC)CCCCCCCC)CCCCCCCCCC(=O)OC(C)CCCCCC